NC1=NC=2C=C(C(=CC2C2=C1C=NN2C)C(=O)N(CC2=NC=C(C=C2)C#CC2=CSC=C2)C2CC2)F 4-amino-N-cyclopropyl-7-fluoro-1-methyl-N-((5-(thiophen-3-ylethynyl)pyridin-2-yl)methyl)-1H-pyrazolo[4,3-c]quinoline-8-carboxamide